4-(2-(2-aminopyridin-3-yl)-5,7-dimethyl-3H-imidazo[4,5-b]pyridin-3-yl)benzyl acetate C(C)(=O)OCC1=CC=C(C=C1)N1C(=NC=2C1=NC(=CC2C)C)C=2C(=NC=CC2)N